(3aS,7aS)-4,4-difluorohexahydrobenzo[d]oxazol-2(3H)-one FC1(CCC[C@H]2[C@@H]1NC(O2)=O)F